C1(CC1)OC1=NN(C=C1NC=1N=CC2=C(N1)N(C(=C2)C#N)[C@H](COC)C)C2CCC(CC2)(C)O trans-2-((3-cyclopropoxy-1-(4-hydroxy-4-methylcyclohexyl)-1H-pyrazol-4-yl)amino)-7-((S)-1-methoxypropane-2-yl)-7H-pyrrolo[2,3-d]pyrimidine-6-carbonitrile